2-chloro-5-((S)-4-(5-(3,5-dimethylisoxazol-4-yl)-1-((trans)-4-(methoxy-d3)cyclohexyl)-1H-benzo[d]imidazol-2-yl)-2-oxo-1,3-oxazinan-3-yl)benzonitrile ClC1=C(C#N)C=C(C=C1)N1C(OCC[C@H]1C1=NC2=C(N1[C@@H]1CC[C@H](CC1)OC([2H])([2H])[2H])C=CC(=C2)C=2C(=NOC2C)C)=O